C(C=1C(C(=O)OCCCC)=CC=CC1)(=O)OCCCC dibutyl phthalate